1-Boc-1-methylhydrazine C(=O)(OC(C)(C)C)N(N)C